C1CNNNC1 hexahydrotriazine